5-bromo-1-(difluoromethoxy)-2,3-dihydro-1H-indene BrC=1C=C2CCC(C2=CC1)OC(F)F